N'-{(6S,7aS)-2-[4-(2,6-difluorophenyl)-1,2-benzoxazol-3-yl]-3-oxohexahydro-1H-pyrrolo[1,2-c]imidazol-6-yl}-N,N-dimethylsulfuric diamide FC1=C(C(=CC=C1)F)C1=CC=CC2=C1C(=NO2)N2C(N1[C@H](C2)C[C@@H](C1)NS(N(C)C)(=O)=O)=O